FC1=C(C=C(CN2C[C@H](N(CC2)C(=O)N2N=C(C=C2)C(=O)O)C)C=C1)OC1=CC=CC=C1 (R)-1-(4-(4-fluoro-3-phenoxybenzyl)-2-methylpiperazine-1-carbonyl)-1H-pyrazole-3-carboxylic acid